N1CC(C1)CNCC=1C(=NC=CC1)F 1-(azetidin-3-yl)-N-((2-fluoropyridin-3-yl)methyl)methylamine